(R)-5'-(1-benzyl-1H-naphtho[1,8-de][1,3,2]diazaborinin-2(3H)-yl)-4,4,4',7'-tetramethyl-6'-pentyl-1',3'-dihydrospiro[cyclohexane-1,2'-indene]-2,6-dione C(C1=CC=CC=C1)N1B(NC2=C3C1=CC=CC3=CC=C2)C=2C(=C3CC1(CC3=C(C2CCCCC)C)C(CC(CC1=O)(C)C)=O)C